FC1=C(C=C(C=C1)NC(N(CC(C)C)[C@H]1COCC=2NC(C=3C=C(C=CC3C21)F)=O)=O)C (R)-3-(4-fluoro-3-methylphenyl)-1-(8-fluoro-6-oxo-1,4,5,6-tetrahydro-2H-pyrano[3,4-c]isoquinolin-1-yl)-1-isobutyl-urea